[N+](=O)([O-])C=1C=CC=C2C(=CN(C12)S(=O)(=O)C1=CC=C(C)C=C1)B1OC(C(O1)(C)C)(C)C 7-Nitro-3-(4,4,5,5-tetramethyl-1,3,2-dioxaborolan-2-yl)-1-tosyl-1H-indole